[N+](=O)([O-])C=1C=CC(=C2C=CN=CC12)NN1CCN(CC1)CC(=O)NC1=CC=CC=C1 2-[4-(8-Nitro-isoquinolin-5-ylamino)-piperazin-1-yl]-N-phenyl-acetamide